Cl.Cl.N[C@@H]1C[C@H](CC1)NC1=C2C(=NC=3N1N=CC3Br)C3(CCCC3)C(C2)O 8-(((1S,3S)-3-aminocyclopentyl)amino)-3-bromo-6,7-dihydrospiro[cyclopenta[d]pyrazolo[1,5-a]pyrimidine-5,1'-cyclopentane]-6-ol dihydrochloride